2-(3-((4-methyl-4H-1,2,4-triazol-3-yl)(3-(6-(((1-methylcyclobutyl)amino)methyl)-1-oxo-4-(trifluoromethyl)isoindolin-2-yl)phenyl)methyl)cyclobutyl)acetonitrile CN1C(=NN=C1)C(C1CC(C1)CC#N)C1=CC(=CC=C1)N1C(C2=CC(=CC(=C2C1)C(F)(F)F)CNC1(CCC1)C)=O